3-ethoxy-4-((6-methylhept-1,5-dien-4-yl)oxy)benzaldehyde C(C)OC=1C=C(C=O)C=CC1OC(CC=C)C=C(C)C